2-hydroxy-3-((S)-2-((6-oxo-5-(trifluoromethyl)-1,6-dihydropyridazin-4-yl)amino)propoxy)propionic acid OC(C(=O)O)COC[C@H](C)NC=1C=NNC(C1C(F)(F)F)=O